methyl (3S)-9-[3-(aminomethyl)-5,6,7,8-tetrahydro-1,8-naphthyridin-2-yl]-3-(2-methylpyrimidin-5-yl)nonanoate NCC=1C(=NC=2NCCCC2C1)CCCCCC[C@@H](CC(=O)OC)C=1C=NC(=NC1)C